Cl.NC1CN(CC(C1)C(F)(F)F)C1=C2C=CC=NC2=C(C=C1)C#N 5-(3-amino-5-trifluoromethyl-piperidin-1-yl)-quinoline-8-carbonitrile hydrochloride